1,5-anhydro-2,4-dideoxy-2-(6-(3-fluoro-4-(methylcarbamoyl)benzyl)-4,5-dimethyl-1-oxo-1,3-dihydro-2H-isoindol-2-yl)-L-threo-pentitol FC=1C=C(CC2=C(C(=C3CN(C(C3=C2)=O)[C@H]2COCC[C@@H]2O)C)C)C=CC1C(NC)=O